BrC1=NC(=CC(=C1)OC)C1=COC=C1 2-bromo-6-(furan-3-yl)-4-methoxypyridine